2-(2,4-difluorophenyl)-1,1-difluoro-3-(tetrazol-1-yl)-1-[5-[4-(trifluorometh-oxy)phenyl]-2-pyridyl]propan-2-ol FC1=C(C=CC(=C1)F)C(C(C1=NC=C(C=C1)C1=CC=C(C=C1)OC(F)(F)F)(F)F)(CN1N=NN=C1)O